4-oxo-4H-chromen-6-carboxamide O=C1C=COC2=CC=C(C=C12)C(=O)N